5-(allyl-sulfanyl)-1-{[3-(2-chlorophenyl)-2-(2,4-difluorophenyl)oxiran-2-yl]methyl}-1H-1,2,4-triazole C(C=C)SC1=NC=NN1CC1(OC1C1=C(C=CC=C1)Cl)C1=C(C=C(C=C1)F)F